4-(tert-butyl)-2-[4-(tert-butyl)phenyl]pyridine C(C)(C)(C)C1=CC(=NC=C1)C1=CC=C(C=C1)C(C)(C)C